N1=C(C=CC=C1)CCCOCCCNC(CC)=O N-(3-{[3-(pyridin-2-yl)propyl]oxy}propyl)propanamide